ClC1=NC=CC=2N1C(=NN2)C=2C=CC=C1C=CNC21 5-chloro-3-(1H-7-indolyl)-[1,2,4]triazolo[4,3-c]pyrimidine